5,10,15,20-tetrakis(3,5-dicarboxyphenyl)porphyrin C(=O)(O)C=1C=C(C=C(C1)C(=O)O)C=1C2=CC=C(N2)C(=C2C=CC(C(=C3C=CC(=C(C=4C=CC1N4)C4=CC(=CC(=C4)C(=O)O)C(=O)O)N3)C3=CC(=CC(=C3)C(=O)O)C(=O)O)=N2)C2=CC(=CC(=C2)C(=O)O)C(=O)O